N-[(6-Amino-3-fluoro-2-pyridyl)sulfonyl]-6-tert-butyl-2-(2,4,6-trimethylphenoxy)pyridin-3-carboxamid NC1=CC=C(C(=N1)S(=O)(=O)NC(=O)C=1C(=NC(=CC1)C(C)(C)C)OC1=C(C=C(C=C1C)C)C)F